C(C)(C)(C)OC(=O)N(CCC1N(C(CC1)=O)C1=C(C=C(C=C1)Cl)C1=CC=CC(=N1)N[C@H]1C[C@H](N(C1)C(=O)OCC1=CC=CC=C1)C(=O)OC)C O1-benzyl O2-methyl (2S,4S)-4-[[6-[2-[2-[2-[tert-butoxycarbonyl(methyl)amino]ethyl]-5-oxo-pyrrolidin-1-yl]-5-chloro-phenyl]-2-pyridyl]amino]pyrrolidine-1,2-dicarboxylate